CC(CCN1CC2(C(C1)C(=O)OC)CCNCC2)(C)C Methyl 2-(3,3-dimethylbutyl)-2,8-diazaspiro[4.5]decane-4-carboxylate